ClC=1C=C(CNCCCCOCCNC=2C=3C=NNC3C=C(C2)N2N=CN=C2)C=CC1OC(F)(F)F N-(2-(4-((3-chloro-4-(trifluoromethoxy)benzyl)amino)butoxy)ethyl)-6-(1H-1,2,4-triazol-1-yl)-1H-indazol-4-amine